O[C@@H]1[C@@H](CCC1)NC(CN(C)C=1C2=C(N=C(N1)C1=NC=CC(=C1)OC)CCC2)=O N-[(1R,2S)-2-hydroxycyclopentyl]-2-[[2-(4-methoxypyridin-2-yl)-5H,6H,7H-cyclopenta[d]pyrimidin-4-yl](methyl)amino]acetamide